tert-butyl 4-((8-(benzyl(methyl)carbamoyl)quinolin-5-yl)amino)piperidine-1-carboxylate C(C1=CC=CC=C1)N(C(=O)C=1C=CC(=C2C=CC=NC12)NC1CCN(CC1)C(=O)OC(C)(C)C)C